3-fluoro-2-(4-(3-((3S,4R)-4-hydroxy-3-methoxypiperidin-1-yl)-1H-pyrazol-1-yl)-5-oxo-6,7-dihydro-5H-pyrrolo[3,4-b]pyridin-2-yl)benzonitrile FC=1C(=C(C#N)C=CC1)C1=CC(=C2C(=N1)CNC2=O)N2N=C(C=C2)N2C[C@@H]([C@@H](CC2)O)OC